3-(2-{3-[(4-methanesulfonylphenoxy)methyl]piperazin-1-yl}ethyl)-5-(trifluoromethyl)benzonitrile CS(=O)(=O)C1=CC=C(OCC2CN(CCN2)CCC=2C=C(C#N)C=C(C2)C(F)(F)F)C=C1